[O-]C(=O)CCCCCCCCC.[O-]C(=O)CCCCCCCCC.C(CCCCCCC)[Sn+2]CCCCCCCC dioctyltin dicaprate